C([C@H]([C@H]([C@H]([C@@H](C(=O)COP(=O)(O)O)O)O)O)O)OP(=O)(O)O The molecule is a sedoheptulose derivative and a ketoheptose phosphate. It has a role as an Escherichia coli metabolite and a mouse metabolite. It derives from a sedoheptulose. It is a conjugate acid of a sedoheptulose 1,7-bisphosphate(4-).